FC(C(=O)O)(F)F.FC(C(=O)O)(F)F.CS(=O)(=O)N1CCC(CC1)C=1C2=C(N=CN1)CCN(C2)C2=C1C(=NC=C2)NC=C1 4-(1-(Methylsulfonyl)piperidin-4-yl)-6-(1H-pyrrolo[2,3-b]pyridin-4-yl)-5,6,7,8-tetrahydropyrido[4,3-d]pyrimidine bis(trifluoroacetate)